1-(2-cyclopropylthiazol-4-yl)ethanol decahydro-2,5,5,8a-tetramethyl-2-naphthyl-acetate CC1(CC2(CCCC(C2CC1)(C)C)C)CC(=O)OC(C)C=1N=C(SC1)C1CC1